ClC1=CC=C2C(=NC(N(C2=C1)C1=CN=CS1)=O)NC 7-chloro-4-(methylamino)-1-(thiazol-5-yl)-quinazolin-2(1H)-one